N-(1-(3-(5-bromothiazol-2-yl)-4-methoxyphenyl)-3-methylbutan-2-yl)formamide BrC1=CN=C(S1)C=1C=C(C=CC1OC)CC(C(C)C)NC=O